methyl (S)-2,5-bis((tert-butoxycarbonyl)amino)pentanoate C(C)(C)(C)OC(=O)N[C@H](C(=O)OC)CCCNC(=O)OC(C)(C)C